S1C2=C(C=C1C(=O)NC=1C=C(C=CC1C)NC(=O)C1=CC=C3CCCOC3=C1)C=CC=C2 N-(3-(Benzo[b]thiophene-2-carboxamido)-4-methylphenyl)chromane-7-carboxamide